[Si](C)(C)(C(C)(C)C)OC1=CC(=C(C=C1)\N=C(/N)\C1=C(C=2N(N=C1)C=C(C2)C=2C=NC(=CC2)OC)N[C@@H]2C[C@H](CCC2)NC(OCC2=CC=CC=C2)=O)Cl benzyl N-[trans-3-[[3-[(Z)-N'-[4-[tert-butyl(dimethyl)silyl]oxy-2-chloro-phenyl]carbamimidoyl]-6-(6-methoxy-3-pyridyl)pyrrolo[1,2-b]pyridazin-4-yl]amino]cyclohexyl]-carbamate